(2R)-N-(3-{2-[(1,3-dimethyl-1H-pyrazol-4-yl)amino]-5-fluoropyrimidin-4-yl}-1H-indol-7-yl)-2-(4-methylpiperazin-1-yl)butanamide CN1N=C(C(=C1)NC1=NC=C(C(=N1)C1=CNC2=C(C=CC=C12)NC([C@@H](CC)N1CCN(CC1)C)=O)F)C